4,5,6,7-tetrahydrothieno[3,2-c]pyridine-2-carboxamide S1C(=CC=2CNCCC21)C(=O)N